O=C1N(CCC(N1)=O)C=1C=C(CN2CCC(CC2)C=2OC3=C(N2)C=C(C(=C3)NC(C3=CN=C(C=C3)C(F)(F)F)=O)C(C)(C)O)C=CC1 N-(2-(1-(3-(2,4-dioxotetrahydropyrimidin-1(2H)-yl)benzyl)piperidin-4-yl)-5-(2-hydroxypropan-2-yl)benzo[d]oxazol-6-yl)-6-(trifluoromethyl)nicotinamide